C(CC)OC(=O)COC(=O)C1C2C=CC(C1)C2 5-(n-propoxycarbonylmethyloxycarbonyl)-bicyclo[2.2.1]Hept-2-ene